naphthalene-carboxylic acid C1(=CC=CC2=CC=CC=C12)C(=O)O